5-fluoro-4-(3-morpholinophenyl)-N-(piperidin-4-yl)pyrimidin-2-amine FC=1C(=NC(=NC1)NC1CCNCC1)C1=CC(=CC=C1)N1CCOCC1